5-fluoro-1-(1-methyl-1H-pyrazol-4-yl)-6-(4-(3-methyloxetan-3-yl)piperazin-1-yl)-1H-indazole FC=1C=C2C=NN(C2=CC1N1CCN(CC1)C1(COC1)C)C=1C=NN(C1)C